ClC1=NNC(C(=C1)C(C)N1N=C(C(=C1)NC([C@H](C1CCC(CC1)(F)F)NC(=O)C=1N(N=CC1)C(C)C)=O)F)=O N-[(1S)-2-[[1-[1-(3-chloro-6-oxo-1H-pyridazin-5-yl)ethyl]-3-fluoro-pyrazol-4-yl]amino]-1-(4,4-difluorocyclohexyl)-2-oxo-ethyl]-2-isopropyl-pyrazole-3-carboxamide